1-((6-(3-acetamido-3-methylazetidin-1-yl)-8-(2-chlorophenyl)-9-(4-chlorophenyl)-9H-purin-2-yl) oxy)-2-methylpropan-2-yl dihydrogen phosphate P(=O)(OC(COC1=NC(=C2N=C(N(C2=N1)C1=CC=C(C=C1)Cl)C1=C(C=CC=C1)Cl)N1CC(C1)(C)NC(C)=O)(C)C)(O)O